FC(C(C(F)(F)F)O)(F)F (hexafluoroisopropyl)Alcohol